ethyl 5-[[(7R)-3-cyclopropyl-5-[(2-fluoro-2-methylpropyl)sulfamoyl]-7,8-dihydro-6H-cyclopenta[g]isoquinolin-7-yl]amino]-1,3,4-thiadiazole-2-carboxylate C1(CC1)C=1N=CC2=CC3=C(C(=C2C1)S(NCC(C)(C)F)(=O)=O)C[C@@H](C3)NC3=NN=C(S3)C(=O)OCC